(4S)-4-[(2S)-3-Hydroxy-2-(6-methylheptanamido)propanamido]-2,2-dimethyl-3-oxo-5-phenylpentanoic acid OC[C@@H](C(=O)N[C@H](C(C(C(=O)O)(C)C)=O)CC1=CC=CC=C1)NC(CCCCC(C)C)=O